N-(3,4-Dimethylphenyl)-6-morpholin-4-yl-N1-(4-trifluoromethylphenyl)-[1,3,5]triazine-2,4-diamine CC=1C=C(C=CC1C)NC1N(C(=NC(=N1)N)N1CCOCC1)C1=CC=C(C=C1)C(F)(F)F